NC1=C(C=C2C(C(=CN(C2=C1)C1CC1)CN(CC1=CC(=NC=C1)C)[C@@H]1CN(CCC1)C=1C=NC(=CC1)C)=O)F 7-amino-1-cyclopropyl-6-fluoro-3-({[(3S)-1-(6-methylpyridin-3-yl)piperidin-3-yl][(2-methylpyridin-4-yl)methyl]amino}methyl)-1,4-di-hydroquinolin-4-one